methyl 2-(((tert-butoxycarbonyl)amino)methyl)-3-chlorobenzofuran-7-carboxylate C(C)(C)(C)OC(=O)NCC=1OC2=C(C1Cl)C=CC=C2C(=O)OC